FC=1C=C2C(=CC1)N(C1=C2CC(NC2=C1C=CC=C2)=O)CC=C 9-fluoro-7,12-dihydro-12-(2-propenyl)-indolo[3,2-d][1]benzazepin-6(5H)-one